2,3-dihydroxy-5-bromopyridine OC1=NC=C(C=C1O)Br